O1[C@@H](CC1)CN1C=NC(=C1)C=O 1-(((S)-oxetan-2-yl)methyl)-1H-imidazole-4-carbaldehyde